N-(5-(5-bromobenzo[d]oxazol-2-yl)-8-(ethylamino)-2,7-naphthyridin-3-yl)cyclopropanecarboxamide BrC=1C=CC2=C(N=C(O2)C2=C3C=C(N=CC3=C(N=C2)NCC)NC(=O)C2CC2)C1